(S)-6-(2-(2-methylazetidin-1-yl)-6,7-dihydro-5H-cyclopenta[d]pyrimidin-4-yl)isoquinoline C[C@@H]1N(CC1)C=1N=C(C2=C(N1)CCC2)C=2C=C1C=CN=CC1=CC2